ClC=1C=C(C=C(C1N[C@@H](COC1=CC=C(C=C1)F)CCN(C)C)C#N)S(=O)(=O)NC(=O)[C@@]1(OCCCC1)C (R)-N-((3-chloro-5-cyano-4-(((R)-4-(dimethylamino)-1-(4-fluorophenoxy)butan-2-yl)amino)phenyl)sulfonyl)-2-methyltetrahydro-2H-pyran-2-carboxamide